3-methyl-3-(2,4,5-trimethyl-3,6-dioxocyclohexane-1,4-diene-1-yl)butyric acid CC(CC(=O)O)(C)C1=C(C(C(=C(C1=O)C)C)=O)C